tert-butyl ((1r,3r)-3-(4-(2-(4-((2-(2H-1,2,3-triazol-2-yl)pyrimidin-5-yl)oxyl)phenyl)prop-2-yl)phenoxy)cyclobutyl)carbamate N=1N(N=CC1)C1=NC=C(C=N1)OC1=CC=C(C=C1)C(C)(C)C1=CC=C(OC2CC(C2)NC(OC(C)(C)C)=O)C=C1